C1CCC2=C(C=3CCCC3C=C12)NC(=O)N=[S@@](=O)(N)C1=C(C=C(C=C1)C(C)(C)O)C (S)-N'-(1,2,3,5,6,7-hexahydro-s-indacen-4-ylcarbamoyl)-4-(2-hydroxypropan-2-yl)-2-methylbenzenesulfonimidamide